C(C)(C)(C)OC(=O)N1[C@@H](CCCC1)C(C)=O (2S)-2-acetylpiperidine-1-carboxylic acid tert-butyl ester